C(C)C=1C(=CC=C2C=C(C=C(C12)N1CC=2N=C(N=C(C2C1=O)N1CCOCCC1)OCCC=1N(C=CN1)C)OCOC)F 6-[8-ethyl-7-fluoro-3-(methoxymethoxy)-1-naphthyl]-2-[2-(1-methylimidazol-2-yl)ethoxy]-4-(1,4-oxazepan-4-yl)-7H-pyrrolo[3,4-d]pyrimidin-5-one